IC1=NN(C2=NC(=CN=C21)N2CCC1(CC2)C(C2CC2C1)NC(OC(C)(C)C)=O)C1OCCCC1 tert-butyl (1'-(3-iodo-1-(tetrahydro-2H-pyran-2-yl)-1H-pyrazolo[3,4-b]pyrazin-6-yl)spiro[bicyclo[3.1.0]hexane-3,4'-piperidin]-2-yl)carbamate